5-[(3-Methylphenoxymethylthio)methyl]oxazole-2(3H)-thione CC=1C=C(OCSCC2=CNC(O2)=S)C=CC1